5-(3-hydroxyoxetan-3-yl)thiazole-2-sulfonyl chloride OC1(COC1)C1=CN=C(S1)S(=O)(=O)Cl